ClC1=C(C=CC(=C1)F)C=1C(=NN(C1NC1=C(C=C(C=C1[N+](=O)[O-])C)F)C)C 4-(2-chloro-4-fluorophenyl)-N-(2-fluoro-4-methyl-6-nitrophenyl)-1,3-dimethyl-1H-pyrazol-5-amine